5,5-dimethyl-2-(4-nitrophenyl)morpholine-4-carboxylic acid tert-butyl ester C(C)(C)(C)OC(=O)N1CC(OCC1(C)C)C1=CC=C(C=C1)[N+](=O)[O-]